2'-oxo-[2,3'-biindolinylidene]-5'-carboxylic acid dihydrochloride Cl.Cl.O=C1NC2=CC=C(C=C2C1=C1NC2=CC=CC=C2C1)C(=O)O